N-[(1R,3S)-3-{[6-chloro-2-(trifluoromethyl)quinolin-4-yl]amino}cyclohexyl]-2,6-difluoro-3-(propane-2-sulfonamido)benzamide ClC=1C=C2C(=CC(=NC2=CC1)C(F)(F)F)N[C@@H]1C[C@@H](CCC1)NC(C1=C(C(=CC=C1F)NS(=O)(=O)C(C)C)F)=O